O=C(C(C=O)=O)CC dioxopentanone